tetrahydrothiophenyl-thiooxide S1C(CCC1)SOSC1SCCC1